[Na].ClC1=CC=C(C=C1)C1=C(C(=NN1C1=C(C=C(C=C1)Cl)Cl)/C=C/C(=O)NCC1=CC=C(C=C1)N(C)C)C (E)-3-(5-(4-chlorophenyl)-1-(2,4-dichlorophenyl)-4-methyl-1H-pyrazol-3-yl)-N-(4-(dimethyl-amino)benzyl)acrylamide sodium